2-[5-(aminomethyl)-1,3,4-thiadiazol-2-yl]-N-[(3S,4R)-3-fluoro-1-methyl-4-piperidyl]-1-(2,2,2-trifluoroethyl)indol-4-amine NCC1=NN=C(S1)C=1N(C=2C=CC=C(C2C1)N[C@H]1[C@H](CN(CC1)C)F)CC(F)(F)F